3-(5-(5-cyclopropyl-1-methyl-2-(tetrahydro-2H-pyran-4-yl)-1H-imidazol-4-yl)-1-oxoisoindolin-2-yl)piperidine-2,6-dione C1(CC1)C1=C(N=C(N1C)C1CCOCC1)C=1C=C2CN(C(C2=CC1)=O)C1C(NC(CC1)=O)=O